3-pyrimidin-5-ylisoxazolidine hydrochloride salt Cl.N1=CN=CC(=C1)C1NOCC1